2-[(2R)-3-(3,4-dihydro-1H-isoquinolin-2-yl)-2-hydroxy-propyl]-6-(morpholinomethyl)-3,4-dihydroisoquinolin-1-one C1N(CCC2=CC=CC=C12)C[C@H](CN1C(C2=CC=C(C=C2CC1)CN1CCOCC1)=O)O